BrC1=CC(=C(C=C1)N1CCN(CC1)C(C)C)F (4-bromo-2-fluorophenyl)-4-isopropylpiperazine